BrC1=C(C2=C(OCO2)C=C1)C=O 5-bromo-1,3-benzodioxole-4-carboxaldehyde